FC(C(=O)O)(F)F.FC=1C=CC(=NC1)S(=O)(=O)NC=1C(=NC=C(C1)C=1C=C2C(=NC=NC2=CC1)N1CCNCC1)OC 5-fluoro-N-(2-methoxy-5-(4-(piperazin-1-yl)quinazolin-6-yl)pyridin-3-yl)pyridine-2-sulfonamide trifluoroacetate salt